N1C=CC=2C1=NC=C(C2)OC=2C=C(C=CC2C(=O)OC)C=2CCC(CC2)N2[C@@H](CCC2)C2=C(C=CC=C2)C2CC2 methyl 3-((1H-pyrrolo[2,3-b]pyridin-5-yl)oxy)-4'-((S)-2-(2-cyclopropylphenyl)pyrrolidin-1-yl)-2',3',4',5'-tetrahydro-[1,1'-biphenyl]-4-carboxylate